C(CCCCCCC\C=C/CCCCCC)(=O)OCC(OC(CCCCCCC\C=C/CCCCCC)=O)COP(=O)(O)OCC(O)CO 1,2-dipalmitoleoylglycero-3-phospho-glycerol